[(3R,9aS)-3-(3-chloro-4-fluoro-phenyl)-3,4,6,7,9,9a-hexahydro-1H-pyrazino[2,1-c][1,4]oxazin-8-yl]-(2-chloro-3,4-dimethoxy-phenyl)methanone ClC=1C=C(C=CC1F)[C@@H]1CN2[C@H](CO1)CN(CC2)C(=O)C2=C(C(=C(C=C2)OC)OC)Cl